(S)-N-(2-(1-methyl-1H-indazol-3-yl)-2-(pyrrolidin-1-yl)ethyl)-1H-indole-6-sulfonamide CN1N=C(C2=CC=CC=C12)[C@H](CNS(=O)(=O)C1=CC=C2C=CNC2=C1)N1CCCC1